ClC1=CC(=C(C=C1)C1=CC=C(C=C1)C1CN(C1)C(=O)N1C[C@H](CC1)C(=O)NCC)S(=O)(=O)C (3S)-1-[3-[4-(4-chloro-2-methylsulfonyl-phenyl)phenyl]azetidine-1-carbonyl]-N-ethyl-pyrrolidine-3-carboxamide